N[C@]1(C(N(C2=CC=C(C=C12)[N+](=O)[O-])C(C1=CC=CC=C1)(C1=CC=CC=C1)C1=CC=CC=C1)=O)C1=CC=C(C=C1)OC (R)-3-amino-3-(4-methoxyphenyl)-5-nitro-1-triphenylmethylindol-2-one